5-cyclopropyl-3-(2,6-dichlorophenyl)isoxazol-4-amine C1(CC1)C1=C(C(=NO1)C1=C(C=CC=C1Cl)Cl)N